2-(3-(cyclopentyloxy)-5-((1s,3s)-3-methoxy-1-(4-methyl-4H-1,2,4-triazol-3-yl)cyclobutyl)phenyl)-6-(((1-methylcyclobutyl)amino)methyl)-4-(trifluoromethyl)isoindolin-1-one C1(CCCC1)OC=1C=C(C=C(C1)C1(CC(C1)OC)C1=NN=CN1C)N1C(C2=CC(=CC(=C2C1)C(F)(F)F)CNC1(CCC1)C)=O